3-(3-((6-((dimethylamino)methyl)isoquinolin-8-yl)methyl)phenyl)propanoate CN(C)CC=1C=C2C=CN=CC2=C(C1)CC=1C=C(C=CC1)CCC(=O)[O-]